ClC=1C=C(OC2CCC(CC2)NC(=O)C=2N=NC(=CC2)N2CCC(CC2)CCC2=C(C=C(C=C2)OC2=C(C=C(C=C2)NS(=O)(=O)CC)C2=CN(C(C3=CC=CC=C23)=O)C)F)C=CC1C#N N-[4-(3-chloro-4-cyano-phenoxy)cyclohexyl]-6-[4-[2-[4-[4-(ethylsulfonylamino)-2-(2-methyl-1-oxo-4-isoquinolyl)phenoxy]-2-fluoro-phenyl]ethyl]-1-piperidyl]pyridazine-3-carboxamide